C(C)SC(CC)O ethylthio-propane-1-ol